N-(2-cyanopropan-2-yl)-2-(3-(6-(difluoromethoxy)pyridin-3-yl)-6-oxopyridazin-1(6H)-yl)acetamide C(#N)C(C)(C)NC(CN1N=C(C=CC1=O)C=1C=NC(=CC1)OC(F)F)=O